tetraethyleneglycol bis(2-cyanoethyl) ether C(#N)CCOCCOCCOCCOCCOCCC#N